5-((2-amino-3-fluoropyridin-4-yl)methyl)-N-(but-2-yn-1-yloxy)-3,4-difluoro-2-((2-fluoro-4-iodophenyl)amino)benzamide NC1=NC=CC(=C1F)CC=1C(=C(C(=C(C(=O)NOCC#CC)C1)NC1=C(C=C(C=C1)I)F)F)F